tert-butyl 4-(7-methyl-3-(2-(pyridin-2-yl)cyclopropane-1-carboxamido)isoquinolin-6-yl)piperidine-1-carboxylate CC1=C(C=C2C=C(N=CC2=C1)NC(=O)C1C(C1)C1=NC=CC=C1)C1CCN(CC1)C(=O)OC(C)(C)C